NC=1C2=C(N=CN1)N(C(=C2C2=CC=C(C=C2)OC2=CC=CC=C2)C#CC2CCN(CC2)C(CN(C(C=C)=O)C)=O)C N-[2-(4-{2-[4-amino-7-methyl-5-(4-phenoxyphenyl)-7H-pyrrolo[2,3-d]pyrimidin-6-yl]ethynyl}piperidin-1-yl)-2-oxoethyl]-N-methylprop-2-enamide